3,8-diaza-6-thiabicyclo[3.2.1]octane-8-carboxylic acid benzyl ester C(C1=CC=CC=C1)OC(=O)N1C2CNCC1SC2